Cl.ClC1=C(C(=O)NC2=C3C=NN(C3=CC=C2)C=2C=NC(=CC2)CO)C=C(C=C1)CNC(C(C)(C)C)=O 2-Chloro-5-{[(2,2-dimethylpropanoyl)amino]methyl}-N-{1-[6-(hydroxymethyl)pyridin-3-yl]-1H-indazole-4-yl}benzamide hydrochloride